(2-(piperidin-1-yl)pyridin-3-yl)methanamine N1(CCCCC1)C1=NC=CC=C1CN